O[C@@H]1CC[C@@]2(C3CC[C@@]4([C@H](CCC4C3[C@@H]([C@@H](C2C1)O)O)[C@@H](CCC(=O)N[C@@H](CS(=O)(=O)O)C)C)C)C (2R)-2-((4R)-4-((3R,6R,7S,10R,13R,17R)-3,6,7-trihydroxy-10,13-dimethylhexadecahydro-1H-cyclopenta[a]phenanthren-17-yl)pentamido)propane-1-sulfonic acid